[Al].[Nb].[Cu].[Co].[Zr] zirconium cobalt copper niobium aluminum